C(C)(C)(C)OC(N[C@H]1CO[C@@H](CC1)C(CBr)O)=O ((3R,6S)-6-(2-bromo-1-hydroxyethyl)tetrahydro-2H-pyran-3-yl)carbamic acid tert-butyl ester